N-(2-Fluoro-2-methylpropyl)-5-(quinazolin-6-yl)-7H-pyrrolo[2,3-d]pyrimidin-2-amine FC(CNC=1N=CC2=C(N1)NC=C2C=2C=C1C=NC=NC1=CC2)(C)C